C1(=CC=CC2=CC3=CC=CC=C3C=C12)C=1ON=C2C=CC=CC12 anthracyl-(anthranil)